3-(1-(6-(6-(Difluoromethyl)imidazo[1,2-b]pyridazin-3-yl)pyrimidin-4-yl)piperidin-3-yl)-1H-pyrazole-5-carboxamide FC(C=1C=CC=2N(N1)C(=CN2)C2=CC(=NC=N2)N2CC(CCC2)C2=NNC(=C2)C(=O)N)F